1-(3-(4,4,5,5-tetramethyl-1,3,2-dioxaborolan-2-yl)phenyl)pyridin-2(1H)-one CC1(OB(OC1(C)C)C=1C=C(C=CC1)N1C(C=CC=C1)=O)C